ClC1=CC=C2CCN(CC2=C1C1=C(C(=NC=C1)S(=O)(=O)N)C)C (7-chloro-2-methyl-1,2,3,4-tetrahydroisoquinolin-8-yl)-3-methylpyridine-2-sulfonamide